C1(=CC=C(C=C1)C=1OC2=C(N1)C=CC=C2)C=2OC1=C(N2)C=CC=C1 p-phenylen-benzobisoxazol